ON1[C@@H]2CC[C@H](N(C1=O)C2)C(NC(=O)C2N=NCCC2)=N N-(((2S,5R)-6-hydroxy-7-oxo-1,6-diazabicyclo[3.2.1]octan-2-yl)(imino)methyl)-3,4,5,6-tetrahydropyridazine-3-carboxamide